acryloyloxybutylphthalic acid C(C=C)(=O)OCCCCC1=C(C(C(=O)O)=CC=C1)C(=O)O